S1C(=NC2=C1C=CC=C2)C(CC2=CC(=CC=C2)C#N)NS(=O)(=O)C=2C=C(C(=O)NCCCOC)C=CC2 3-[[1-(1,3-benzothiazol-2-yl)-2-(3-cyanophenyl)ethyl]sulfamoyl]-N-(3-methoxypropyl)benzamide